C(CCCCCC(=O)[O-])(=O)OCC(COC(CCCCCC(=O)[O-])=O)(COC(CCCN1CCCC1)=O)COC(CCCCCC(=O)OCCCCCCCCC)=O (2-(((7-(nonyloxy)-7-oxoheptanoyl)oxy)methyl)-2-(((4-(pyrrolidin-1-yl)butanoyl)oxy)methyl)propane-1,3-diyl) di(heptanedioate)